3-(5-(3,6-diazabicyclo[3.1.1]heptan-6-yl)-6-fluoro-1-oxoisoindolin-2-yl)piperidine-2,6-dione C12CNCC(N1C=1C=C3CN(C(C3=CC1F)=O)C1C(NC(CC1)=O)=O)C2